1-methyl-1H,4H,5H,6H,7H-imidazo[4,5-C]pyridine CN1C=NC=2CNCCC21